FC=1C=C2C(=CN(C(C2=CC1)=O)C)C=1C=C(C=CC1)S(=O)(=O)N 3-(6-fluoro-2-methyl-1-oxoisoquinolin-4-yl)benzenesulfonamide